mono-lysine manganese sulfate S(=O)(=O)([O-])[O-].[Mn+2].N[C@@H](CCCCN)C(=O)O